N-[(1R,2R)-2-hydroxycyclopentyl]-2-{[2-(4-methoxypyridin-2-yl)-5H,6H,7H-cyclopenta[d]pyrimidin-4-yl](methyl)amino}acetamide O[C@H]1[C@@H](CCC1)NC(CN(C)C=1C2=C(N=C(N1)C1=NC=CC(=C1)OC)CCC2)=O